n-octylisobutyl-magnesium C(CCCCCCC)[Mg]CC(C)C